1-chloro-4-methylenehex-5-en-3-one ClCCC(C(C=C)=C)=O